N-[4-methoxy-2-(2-oxazolyl)phenyl]benzenesulfonamide COC1=CC(=C(C=C1)NS(=O)(=O)C1=CC=CC=C1)C=1OC=CN1